N-(2-(piperidin-4-yl)phenyl)-4-(trifluoromethyl)pyrimidin-2-amine N1CCC(CC1)C1=C(C=CC=C1)NC1=NC=CC(=N1)C(F)(F)F